(S)-quinuclidin-3-yl ((R)-6-(4-ethylphenyl)-7-fluoro-2,2-dimethyl-1,2,3,4-tetrahydronaphthalen-1-yl)carbamate C(C)C1=CC=C(C=C1)C=1C=C2CCC([C@H](C2=CC1F)NC(O[C@@H]1CN2CCC1CC2)=O)(C)C